2-[2-[[6-(4,4-dimethylpiperazin-4-ium-1-yl)-1,3-benzothiazol-2-yl]methylcarbamoyl]indan-2-yl]acetic acid tert-butyl ester C(C)(C)(C)OC(CC1(CC2=CC=CC=C2C1)C(NCC=1SC2=C(N1)C=CC(=C2)N2CC[N+](CC2)(C)C)=O)=O